FC=1C=CC(=NC1)O[C@H]1CC[C@@H](N(C1)CC1=CN=C(S1)NC(C)=O)C N-(5-(((2S,5S)-5-((5-fluoropyridin-2-yl)oxy)-2-methylpiperidin-1-yl)methyl)thiazol-2-yl)acetamide